COCCO[C@H]1CN(CC1)C1=CC=C(C(=O)O)C=C1 (R)-4-(3-(2-methoxyethoxy)pyrrolidin-1-yl)benzoic acid